OC=1C=C(OCC(=O)OC(C)(C)C)C=CC1O tert-butyl 2-(3,4-dihydroxyphenoxy)acetate